C1(=CC=CC=C1)N1C2=CC=CC=C2C=2C(=CC=CC12)C1=C(C)C(=CC(=C1)C1=CC=CC=2N(C3=CC=CC=C3C12)C1=CC=CC=C1)C1=CC=CC=2N(C3=CC=CC=C3C12)C1=CC=CC=C1 2,4,6-tri(N-phenylcarbazole-4-yl)toluene